tert-butyl (4R)-4-((1R,2R)-3-[(4R)-4-benzyl-2-oxo-1,3-oxazolidin-3-yl]-1-{[tert-butyl(dimethyl)silyl]oxy}-2-methyl-3-oxopropyl)-2,2-dimethyl-1,3-oxazolidine-3-carboxylate C(C1=CC=CC=C1)[C@H]1N(C(OC1)=O)C([C@@H]([C@@H](O[Si](C)(C)C(C)(C)C)[C@@H]1N(C(OC1)(C)C)C(=O)OC(C)(C)C)C)=O